C1(CCCC1)CC(=O)N1CC2=C(C(C1)(F)F)N=C(S2)N2C1CN(CC2CC1)C(=O)OCC1=CC=CC=C1 benzyl 8-(5-(2-cyclopentylacetyl)-7,7-difluoro-4,5,6,7-tetrahydrothiazolo[5,4-c]pyridin-2-yl)-3,8-diazabicyclo[3.2.1]octane-3-carboxylate